(R)-3-iodo-N-(6-(trifluoromethyl)chroman-3-yl)-6,7-dihydro-4H-pyrazolo[5,1-c][1,4]oxazine-2-carboxamide IC=1C(=NN2C1COCC2)C(=O)N[C@H]2COC1=CC=C(C=C1C2)C(F)(F)F